3-amino-5-fluoro-N-[2-[2-[2-[2-(2-hydroxyethoxy)ethoxy]ethoxy]ethoxy]ethyl]benzenesulfonamide NC=1C=C(C=C(C1)F)S(=O)(=O)NCCOCCOCCOCCOCCO